ClC=1C(=NC(=NC1)NC1=CC=C(C=C1)N1CCN(CC1)C)CN1CCC(CC1)(C)NC(OC(C)(C)C)=O tert-Butyl (1-((5-chloro-2-((4-(4-methylpiperazin-1-yl)phenyl)amino)pyrimidin-4-yl)methyl)-4-methylpiperidin-4-yl)carbamate